C1COC(=O)N1P(=O)(N2CCOC2=O)Cl N,N-bis(2-oxo-3-oxazolidinyl)phosphinic chloride